6-fluoro-1-hydroxy-1,3-dihydrobenzo[c][1,2]oxaborole-5-carboxylic acid FC=1C(=CC2=C(B(OC2)O)C1)C(=O)O